(3-((4-(6-((4-hydroxy-1-(3-phenylbutanoyl)piperidin-4-yl)methyl)-2-methyl-7-oxo-6,7-dihydro-2H-pyrazolo[4,3-d]pyrimidin-3-yl)benzyl)amino)propyl)octanamide OC1(CCN(CC1)C(CC(C)C1=CC=CC=C1)=O)CN1C=NC=2C(C1=O)=NN(C2C2=CC=C(CNCCCC(C(=O)N)CCCCCC)C=C2)C